Cl.ClC=1C=C(OCCN(C2(CCOCC2)C(=O)N[C@@H](C)C2=CC=C(C(=O)O)C=C2)C)C=CC1 4-[(1S)-1-[[4-[2-(3-Chlorophenoxy)ethyl-methyl-amino]tetrahydropyran-4-carbonyl]amino]ethyl]benzoic acid, hydrochloride